ClC1=CC=C(C(=N1)C(=O)O)NC(C)C=1C=C(C=C2C(N(C(=NC12)C1=CC=NC=C1)C)=O)C 6-chloro-3-((1-(3,6-dimethyl-4-oxo-2-(pyridin-4-yl)-3,4-dihydroquinazolin-8-yl)ethyl)amino)picolinic acid